C(C)(C)(C)C1=CC=C(C=N1)C=1N=C2SC[C@H](CN2C(C1C#N)=O)CO (3R)-8-(6-tert-butylpyridin-3-yl)-3-(hydroxymethyl)-6-oxo-2H,3H,4H,6H-pyrimido[2,1-b][1,3]thiazine-7-carbonitrile